OC(C(=O)O)(C)C1=CC=CC=C1 monohydroxyphenylpropionic acid